BrC(C1=CC=C(O1)C(=O)NC12CC(C1)(C2)C=2SC1=C(N2)C=CC(=C1)Cl)S(=O)(=O)C 5-[bromo(methylsulfonyl)methyl]-N-[3-(6-chloro-1,3-benzothiazol-2-yl)-1-bicyclo[1.1.1]pentanyl]furan-2-carboxamide